4-(2-Methoxy-3-(pyrimidin-2-yl)phenylamino)-2-(pyridin-2-ylamino)pyrimidine-5-carboxamide COC1=C(C=CC=C1C1=NC=CC=N1)NC1=NC(=NC=C1C(=O)N)NC1=NC=CC=C1